N-hydroxyphenylbutyramide ONC(C(CC)C1=CC=CC=C1)=O